C(CC(C)(C)C)O neohexanol